mono-phenethyl-phenol C(CC1=CC=CC=C1)C1=CC=C(C=C1)O